4-(1-(5-(dimethylphosphoryl)pyridin-2-yl)-5-hydroxy-1H-pyrazol-4-yl)benzonitrile (Formate) C(=O)O.CP(=O)(C)C=1C=CC(=NC1)N1N=CC(=C1O)C1=CC=C(C#N)C=C1